((1r,3r)-3-aminocyclobutyl)(4-(3-cyclopropyl-5-(trifluoromethyl)pyridin-2-yl)piperazin-1-yl)methanone NC1CC(C1)C(=O)N1CCN(CC1)C1=NC=C(C=C1C1CC1)C(F)(F)F